cis-(3aR,6aS)-5-(4-bromophenyl)-2-ethyloctahydrocyclopenta[c]pyrrole BrC1=CC=C(C=C1)C1C[C@@H]2[C@@H](CN(C2)CC)C1